BrC1=CC=C(OP(=O)(OC2=CC=C(C=C2)[N+](=O)[O-])N[C@@H](C)C(=O)OC(C)C)C=C1 Isopropyl ((4-bromophenoxy)(4-nitrophenoxy)phosphoryl)-L-alaninate